citric acid distearate C(CCCCCCCCCCCCCCCCC)(=O)O.C(CCCCCCCCCCCCCCCCC)(=O)O.C(CC(O)(C(=O)O)CC(=O)O)(=O)O